C(CCCCCCCCCCCCC)[NH3+] N-myristyl-ammonium